3-trifluoroethoxy-1-(3-fluorophenyl)-1H-pyrazole-5-carboxylic acid FC(COC1=NN(C(=C1)C(=O)O)C1=CC(=CC=C1)F)(F)F